ClC=1C(=CC2=C(N(C[C@H](N(S2(=O)=O)C)CC(C)C)C2=CC=CC=C2)C1)C=1C=CC(=C(C(=O)O)C1)OC(F)(F)F (R)-5-(7-chloro-3-isobutyl-2-methyl-1,1-dioxido-5-phenyl-2,3,4,5-tetrahydrobenzo[f][1,2,5]thiadiazepin-8-yl)-2-(trifluoromethoxy)benzoic acid